NC1=C(C=C(C=N1)NC(C(=O)N1[C@@H](CC[C@H](C1)C)C1=CC=C2C=NNC2=C1)=O)C N-(6-amino-5-methyl-3-pyridyl)-2-[(2S,5R)-2-(1H-indazol-6-yl)-5-methyl-1-piperidyl]-2-oxo-acetamide